C(C)(=O)NC=1C=C(C(=O)OC)C(=CN1)Br methyl 2-acetamido-5-bromoisonicotinate